(1S,3S,4S)-N-[(1S)-1-Cyano-2-[(3S)-2-oxo-3-piperidyl]ethyl]-2-[(2R)-3-cyclopropyl-2-[(1-methylpyrazol-4-yl)amino]propanoyl]-5,5-difluoro-2-azabicyclo[2.2.2]octane-3-carboxamide C(#N)[C@H](C[C@H]1C(NCCC1)=O)NC(=O)[C@H]1N([C@@H]2CC([C@H]1CC2)(F)F)C([C@@H](CC2CC2)NC=2C=NN(C2)C)=O